CC1=CC=C(C=C1)S(=O)(=O)N1C(CC(CC1)C(F)(F)F)C1=C(C=CC=C1)CO (2-(1-p-toluenesulfonyl-4-(trifluoromethyl)piperidin-2-yl)phenyl)methanol